(1S,2S,5R)-3-(Toluene-4-sulfonyl)-3-azabicyclo[3.1.0]hexane CC1=CC=C(C=C1)S(=O)(=O)N1C[C@H]2C[C@H]2C1